COC1=NC=NC(=C1C=1N=CC2=C(N1)N(C(C=C2)=O)CC2=CC(=C(C(=C2)OC)C=2N(C=C(N2)C(F)(F)F)C(C)C)F)OC 2-(4,6-dimethoxypyrimidin-5-yl)-8-({3-fluoro-4-[1-isopropyl-4-(trifluoromethyl)imidazol-2-yl]-5-methoxyphenyl}methyl)pyrido[2,3-d]pyrimidin-7-one